8-(tert-butyl)-5,6,7,8-tetrahydroquinolin-3-amine C(C)(C)(C)C1CCCC=2C=C(C=NC12)N